CC(CCCCCCCCCC)SC(C)CCCCCCCCCC β-dodecyl sulfide